(2S,3S)-(-)-2,3-bis(diphenylphosphino)bicyclo[2.2.1]hept-5-ene C1(=CC=CC=C1)P([C@H]1C2C=CC([C@@H]1P(C1=CC=CC=C1)C1=CC=CC=C1)C2)C2=CC=CC=C2